S1C(=NC=2C=NN=CC21)C(=O)OCC Ethyl thiazolo[4,5-d]pyridazine-2-carboxylate